methyl-4-(1-(10H-phenothiazin-2-yl)vinyl)benzoic acid CC1=C(C(=O)O)C=CC(=C1)C(=C)C1=CC=2NC3=CC=CC=C3SC2C=C1